[Zr+4].N(=[N+]=[N-])C(COC(C=C)=O)CO.C(C1=CC=CC=C1)N1C=CC2=CC=C(C=C12)C1=NNC(=C1)NC(C1=CC(=C(C=C1)NC1CCN(CC1)C)OC)=O N-(3-(1-benzyl-1H-indol-6-yl)-1H-pyrazol-5-yl)-3-methoxy-4-((1-methylpiperidin-4-yl)amino)benzamide 2-azido-3-hydroxypropyl-acrylate zirconium(4+)